C(C)C=1SC(=C(N1)C1=CC=CC=C1)OC1=CC(=NC=C1)C1(CC=C(C=C1)NCCN1CCN(CC1)C(C)C)N 1-(4-((2-ethyl-4-phenylthiazol-5-yl)oxy)pyridin-2-yl)-N4-(2-(4-isopropylpiperazin-1-yl)ethyl)benzene-1,4-diamine